2-(1H-pyrazol-5-yl)pyrimidine-4-carboxylic acid N1N=CC=C1C1=NC=CC(=N1)C(=O)O